N[C@H](C(=O)NCCC1=CC(=C(C=C1)Br)OC)CC(F)(F)F (S)-2-amino-N-(4-bromo-3-methoxyphenethyl)-4,4,4-trifluorobutanamide